ClC=1C=C(CN2CCC(CC2)CN2N=NC(=C2)C2=C(NC3=CC=C(C=C23)F)C(=O)OCC(C)C)C=CC1C1=C2C=CNC2=CC=C1 Isobutyl 3-(1-((1-(3-chloro-4-(1H-indol-4-yl)benzyl)piperidin-4-yl)methyl)-1H-1,2,3-triazol-4-yl)-5-fluoro-1H-indol-2-carboxylat